3-methyl-1-oxo-8-azaspiro[4.5]dec-2-ene-8-carboxylic acid tert-butyl ester C(C)(C)(C)OC(=O)N1CCC2(CC(=CC2=O)C)CC1